C1=CC=CC=2C3=CC=CC=C3C(C12)COC(=O)N[C@@H](CC1=CC=C(C=C1)C(F)(F)F)C(=O)O N-([(9H-fluoren-9-yl)methoxy]carbonyl)-4-(trifluoromethyl)-L-phenylalanine